2-ethyl-6,7-dimethoxy-1H-quinazolin-4-one C(C)C=1NC2=CC(=C(C=C2C(N1)=O)OC)OC